NC1=CC=C(C=C1)C=1CCC=2C=CC(=CC2C1C1=CC=C(C=C1)N1CCN(CC1)C(C)C)O 7-(4-Aminophenyl)-8-(4-(4-isopropylpiperazin-1-yl)phenyl)-5,6-dihydronaphthalen-2-ol